(3S,4S)-1-(4-(((S)-2-decanamido-3-(hexylamino)-3-oxopropyl)carbamoyl)benzoyl)-N3,N4-bis((1S,2R)-2-phenylcyclopropyl)pyrrolidine-3,4-dicarboxamide C(CCCCCCCCC)(=O)N[C@@H](CNC(=O)C1=CC=C(C(=O)N2C[C@H]([C@@H](C2)C(=O)N[C@@H]2[C@H](C2)C2=CC=CC=C2)C(=O)N[C@@H]2[C@H](C2)C2=CC=CC=C2)C=C1)C(=O)NCCCCCC